C(C)(C)(C)OC(=O)NOCCCCCC(=O)O 6-(tert-butoxycarbonylamino)oxyhexanoic acid